C1(CC1)C1=C(C=CC(=C1)C(N=C1NCCN1)=O)NC=1C=C(C=CC1)NC(=O)C1OCCC1 N-{3-[(2-cyclopropyl-4-{[(2E)-imidazolidin-2-ylidene]carbamoyl}phenyl)amino]phenyl}oxolane-2-carboxamide